tert-butyl 3-(3-chloro-5-(3-(2-(2,6-dioxopiperidin-3-yl)-3-oxoisoindolin-5-yl)propanamido)phenoxy)pyrrolidine-1-carboxylate ClC=1C=C(OC2CN(CC2)C(=O)OC(C)(C)C)C=C(C1)NC(CCC=1C=C2C(N(CC2=CC1)C1C(NC(CC1)=O)=O)=O)=O